rac-6-(1-isopropyl-1H-pyrazol-3-yl)-4-(3-(methoxymethyl)pyrrolidin-1-yl)-2-(1-methyl-1H-imidazol-2-yl)-5-(trifluoromethyl)thieno[2,3-d]pyrimidine C(C)(C)N1N=C(C=C1)C1=C(C2=C(N=C(N=C2N2C[C@@H](CC2)COC)C=2N(C=CN2)C)S1)C(F)(F)F |r|